OC1CC(CCC1O)N[C@@H](C)C(=O)O 3,4-dihydroxycyclohexylalanine